N,N,4-trimethylpiperidinium C[N+]1(CCC(CC1)C)C